C(C(=C)C)(=O)OCCCCCC(=O)O 6-methacryloxyhexanoic acid